Cl.NC=1OC2=C(N1)C=C(C=C2)B(O)O (2-aminobenzo[d]oxazol-5-yl)boronic acid hydrochloride